L-1-Phenylmethylsulfonyl fluoride C1(=CC=CC=C1)CS(=O)(=O)F